5-(dimethylamino)-4-((pyrrolidin-1-ylsulfonyl)carbamoyl)-2-(trifluoromethyl)benzoic acid CN(C=1C(=CC(=C(C(=O)O)C1)C(F)(F)F)C(NS(=O)(=O)N1CCCC1)=O)C